Butyl ((R,R)-2-((4-methylphenyl)sulfonamido)-1,2-diphenylethyl)glycinate CC1=CC=C(C=C1)S(=O)(=O)N[C@@H]([C@@H](C1=CC=CC=C1)NCC(=O)OCCCC)C1=CC=CC=C1